(3,3-difluorocyclobutyl)-2-oxo-2-(3,3,8,8-tetrafluoro-4-hydroxy-1-azaspiro[4.5]decan-1-yl)acetamide FC1(CC(C1)NC(C(N1CC(C(C12CCC(CC2)(F)F)O)(F)F)=O)=O)F